ClC=1C=C(C=C(C1)Cl)C1(CC(=NO1)C1=CC=C(C=C1)C(=O)N1C(=CC2=CC=CC=C12)C)C(F)(F)F (4-(5-(3,5-dichlorophenyl)-5-(trifluoromethyl)-4,5-dihydroisoxazol-3-yl)phenyl)(2-methyl-1H-indol-1-yl)methanone